CN(C1C(CC(CC1)NC1=NC=2N(C(C(=NC2C=N1)C1=CC(=C(C=C1)NS(=O)(=O)CC1=CC=C(C=C1)F)F)=O)C(C)C)F)C N-(4-(2-((4-(dimethyl-amino)-3-fluorocyclohexyl)amino)-8-isopropyl-7-oxo-7,8-dihydropteridin-6-yl)-2-fluorophenyl)-1-(4-fluorophenyl)methane-sulfonamide